C(C)S(=O)(=O)C1=CC(=C(OC2CC(C2)CCN2CC3(CCN(C3)C(=O)OC(C)(C)C)CC2)C=C1)C=1C2=C(C(N(C1)C)=O)N(C=C2)S(=O)(=O)C2=CC=C(C=C2)C tert-butyl 7-[2-[3-[4-ethylsulfonyl-2-[6-methyl-7-oxo-1-(p-tolylsulfonyl)pyrrolo[2,3-c]pyridin-4-yl]phenoxy]cyclobutyl]ethyl]-2,7-diazaspiro[4.4]nonane-2-carboxylate